2-benzyl-2-dimethylamino-(4-morpholinophenyl)butan-1-one C(C1=CC=CC=C1)C(C(=O)C1=CC=C(C=C1)N1CCOCC1)(CC)N(C)C